Cl.COC(CCCCCCN)=O 7-Aminoheptanoic acid methyl ester hydrochloride